C1(C(C=CC=C1)C)(C)O.[Na].[Na] disodium xylenol